NC1=CC=C2C(=N1)CC[C@H]2NC([C@H](C)NC(=O)[C@H]2NCCC(=C2)C2=CC(=C(C=C2)F)C(F)F)=O (S)-N-((S)-1-(((R)-2-amino-6,7-dihydro-5H-cyclopenta[b]pyridin-5-yl)amino)-1-oxopropan-2-yl)-4-(3-(difluoromethyl)-4-fluorophenyl)-1,2,5,6-tetrahydropyridine-2-carboxamide